1,3-dipyridyl-benzene N1=C(C=CC=C1)C1=CC(=CC=C1)C1=NC=CC=C1